1-Ethyl-3-methyl-1,2,3-triazolium bromide [Br-].C(C)[N+]1=NN(C=C1)C